C(C)(C)(C)OC(=O)N1CC(CC1)C1(CC1)O.C1=C(C=CC2=CC=CC=C12)C=1C2=CC=CC=C2C=C2C=CC=CC12 9-(2-naphthyl)anthracene tert-Butyl-3-(1-hydroxycyclopropyl)pyrrolidine-1-carboxylate